DICYANOCYCLOHEXANE C(#N)C1(CCCCC1)C#N